The molecule is a piperidinemonocarboxylic acid that is 4-phenylpiperidine-4-carboxylic acid in which the hydrogen attached to the nitrogen atom is substituted by a 3-cyano-3,3-diphenylpropyl group. It has a role as an antidiarrhoeal drug. It is a piperidinemonocarboxylic acid, a tertiary amine and a nitrile. C1CN(CCC1(C2=CC=CC=C2)C(=O)O)CCC(C#N)(C3=CC=CC=C3)C4=CC=CC=C4